tert-butyl (R)-4-(2-((5-fluoro-2-methoxyphenyl) (1H-indol-2-yl) methyl)-3-oxoisoindol-5-yl)-3,6-dihydropyridine-1(2H)-carboxylate FC=1C=CC(=C(C1)[C@@H](N1CC2=CC=C(C=C2C1=O)C=1CCN(CC1)C(=O)OC(C)(C)C)C=1NC2=CC=CC=C2C1)OC